C12N(CC(NC1)CC2)C(=O)[O-] 2,5-diazabicyclo[2.2.2]octane-2-carboxylate